1,7-Bis(4-hydroxyphenyl)-1,6-heptadiene-3,5-dione OC1=CC=C(C=C1)C=CC(CC(C=CC1=CC=C(C=C1)O)=O)=O